Cl.FC1=CC=C(C=C1)C1=NN=C(O1)NC=1SC2=C(N1)C(=CC=C2)OC 5-(4-fluorophenyl)-N-(4-methoxybenzo[d]thiazol-2-yl)-1,3,4-oxadiazol-2-amine hydrochloride salt